methyl 2-(2-isopropylphenyl)-[1,2,4]triazolo[1,5-a]pyridine-8-carboxylate methyl-2-aminonicotinate COC(C1=C(N=CC=C1)N)=O.C(C)(C)C1=C(C=CC=C1)C1=NN2C(C(=CC=C2)C(=O)OC)=N1